phenyl(naphthobenzofuranyl)anthracene-d4 C1(=CC=CC=C1)C1=C2C(=C3C(=C(C(=C(C3=CC2=CC=C1)[2H])[2H])[2H])[2H])C1=COC=2C1=CC=C1C2C=CC2=CC=CC=C21